4-{1-[4-(trifluoromethoxy)phenyl]-octahydro-1H-pyrrolo[3,2-b]pyridin-4-yl}oxolan-2-one FC(OC1=CC=C(C=C1)N1CCC2N(CCCC21)C2CC(OC2)=O)(F)F